C(C)(C)(C)OC(N[C@@H]1C(N(C2=C(O[C@@H]1C)C=C(C=N2)Br)C)=O)=O (2R,3S)-8-bromo-2,5-dimethyl-4-oxo-2,3,4,5-tetrahydro-pyrido[3,2-b][1,4]oxazepin-3-ylcarbamic acid tert-butyl ester